1-(4-(4-(4,4,5,5-tetramethyl-1,3,2-dioxaborolan-2-yl)phenyl)piperazin-1-yl)ethan-1-one CC1(OB(OC1(C)C)C1=CC=C(C=C1)N1CCN(CC1)C(C)=O)C